(E)-methyl 1-(3,5-bis(trifluoromethyl) benzyl)-3-(2-cyano-3-ethoxy-3-oxoprop-1-en-1-yl)-1H-indole-4-carboxylate FC(C=1C=C(CN2C=C(C=3C(=CC=CC23)C(=O)OC)\C=C(\C(=O)OCC)/C#N)C=C(C1)C(F)(F)F)(F)F